1-[(2R,5R)-4-[tert-butyl(dimethyl)silyl]oxy-5-[(hexadecylideneamino)oxymethyl]-3-methoxy-tetrahydrofuran-2-yl]pyrimidine-2,4-dione [Si](C)(C)(C(C)(C)C)OC1C([C@@H](O[C@@H]1CON=CCCCCCCCCCCCCCCC)N1C(NC(C=C1)=O)=O)OC